2-(3-bromo-2-fluorophenyl)-4-(but-3-yn-1-ylthio)butanenitrile BrC=1C(=C(C=CC1)C(C#N)CCSCCC#C)F